BrC=1N=C2C(=NC1)N(C=C2I)S(=O)(=O)C2=CC=C(C)C=C2 2-Bromo-7-iodo-5-p-toluenesulfonyl-5H-pyrrolo[2,3-b]pyrazine